OC(CC(=O)[O-])C.[K+] Potassium β-hydroxybutyrate